(S)-3-((5-Fluoro-2-methyl-3-oxo-3,4-dihydroquinoxalin-6-yl)methyl)-N-methyl-1,2,3,4,4a,5-hexahydropyrazino[1,2-d]pyrido[2,3-b][1,4]oxazine-8-carboxamide FC1=C2NC(C(=NC2=CC=C1CN1C[C@@H]2N(C3=C(OC2)N=C(C=C3)C(=O)NC)CC1)C)=O